4-phenyl-1-(p-tolyl)but-3-yn-2-one C1(=CC=CC=C1)C#CC(CC1=CC=C(C=C1)C)=O